NCC1=CC=C(C=C1)C=1N(N=C2C1N=CN(C2)CC2(CCN(CC2)CC2=C(C=C(C=C2)N2C(CCC2)=O)Cl)O)C 3-(4-(aminomethyl)phenyl)-6-((1-(2-chloro-4-(2-oxopyrrolidin-1-yl)benzyl)-4-hydroxypiperidin-4-yl)methyl)-2-methyl-2,6-dihydro-7H-pyrazolo[4,3-d]pyrimidine